Methyl 2-((((4aS,6S,7R,7aS)-7-fluoro-6-(5-methyl-2,4-dioxo-3,4-dihydropyrimidin-1(2H)-yl)-2-oxidotetrahydro-4H-furo[3,2-d][1,3,2]dioxaphosphinin-2-yl)oxy)methyl)benzoate F[C@H]1[C@H](O[C@@H]2[C@@H]1OP(OC2)(=O)OCC2=C(C(=O)OC)C=CC=C2)N2C(NC(C(=C2)C)=O)=O